heptyl (4-nitrophenyl) carbonate C(OCCCCCCC)(OC1=CC=C(C=C1)[N+](=O)[O-])=O